6-bromo-8-cyclopentyl-2-[5-(2-methoxy-ethoxymethyl)-pyridin-2-ylamino]-8H-pyrido[2,3-d]Pyrimidin-7-one BrC1=CC2=C(N=C(N=C2)NC2=NC=C(C=C2)COCCOC)N(C1=O)C1CCCC1